5-(4-(6-isobutyl-2,6-diazaspiro[3.3]heptan-2-yl)phenyl)-3-methyl-2-(4-(methylsulfonyl)phenyl)-3H-imidazo[4,5-b]pyridine C(C(C)C)N1CC2(CN(C2)C2=CC=C(C=C2)C2=CC=C3C(=N2)N(C(=N3)C3=CC=C(C=C3)S(=O)(=O)C)C)C1